C1CCCOOCC1 dioxocane